COC(=O)C1CCNC2(CC2C(=O)C2=NNC(=C2)C2=CC(=NC=C2F)C(C)=O)C1 [5-(2-acetyl-5-fluoropyridin-4-yl)-1H-pyrazole-3-carbonyl]-4-azaspiro[2.5]octane-7-carboxylic acid methyl ester